C(C)(C)(C)C1=NOC(=N1)C(=O)N[C@@H]1C2=C(OCCC1)C=C(C=C2)C2=CC(=NC=C2)NC(=O)C2CC2 (S)-3-(tert-butyl)-N-(8-(2-(cyclopropanecarboxamido)pyridin-4-yl)-2,3,4,5-tetrahydrobenzo[b]oxepin-5-yl)-1,2,4-oxadiazole-5-carboxamide